(1-(6-((2-amino-2-oxo-1-phenylethyl)thio)-3,5-dicyano-4-ethylpyridin-2-yl)-4-methylpiperidin-4-yl)carbamic acid tert-butyl ester C(C)(C)(C)OC(NC1(CCN(CC1)C1=NC(=C(C(=C1C#N)CC)C#N)SC(C(=O)N)C1=CC=CC=C1)C)=O